FC(C=C(F)F)F 1,1,3,3-tetrafluoro-2-propene